3-(4-((2-cyclopropylethyl)((1r,4r)-4-((3-(trifluoromethyl)bicyclo[1.1.1]pentan-1-yl)amino)cyclohexyl)amino)-1-oxoisoindolin-2-yl)piperidine-2,6-dione C1(CC1)CCN(C1=C2CN(C(C2=CC=C1)=O)C1C(NC(CC1)=O)=O)C1CCC(CC1)NC12CC(C1)(C2)C(F)(F)F